N,N'-bis(4-fluorophenyl)thiourea FC1=CC=C(C=C1)NC(=S)NC1=CC=C(C=C1)F